N1(CCC1)C[C@@H](C(=O)O[C@@H](C)C1=CC=CC=C1)C(C)C (S)-1-phenylethyl (S)-2-(azetidin-1-ylmethyl)-3-methylbutanoate